N-[4-[(6,7-dimethoxy-1,5-naphthyridin-4-yl)oxy]phenyl]-1-(4-fluorophenyl)-4,6-dimethyl-2-oxopyridine-3-carboxamide COC=1N=C2C(=CC=NC2=CC1OC)OC1=CC=C(C=C1)NC(=O)C=1C(N(C(=CC1C)C)C1=CC=C(C=C1)F)=O